C1(CC1)CN1CC[C@]23CCN(CC[C@]2([C@H]1CC1=CC=C(C=C13)O)O)C(C)=O 1-((5aS,6R,11bR)-14-(cyclopropylmethyl)-5a,10-dihydroxy-1,2,5,5a,6,7-hexahydro-6,11b-(epiminoethano)naphtho[1,2-d]azepin-3(4H)-yl)ethan-1-one